(+)-N-(3-(1-amino-1-(4-cyanophenyl)-3-cyclopropylpropyl)phenyl)-1-(3-(aminomethyl)phenyl)-3-(trifluoromethyl)-1H-pyrazole-5-carboxamide C1CC1CCC(C2=CC=C(C=C2)C#N)(C3=CC(=CC=C3)NC(=O)C4=CC(=NN4C5=CC=CC(=C5)CN)C(F)(F)F)N